(1R,2S,5S)-3-[(2S,3R)-2-(benzyloxycarbonylamino)-3-methyl-pentanoyl]-6,6-dimethyl-3-azabicyclo[3.1.0]hexane-2-carboxylate C(C1=CC=CC=C1)OC(=O)N[C@H](C(=O)N1[C@@H]([C@H]2C([C@H]2C1)(C)C)C(=O)[O-])[C@@H](CC)C